CN1N=CC(=C1)N1N=C(C=C(C1=O)C(=O)O)C1=CC=C(C=C1)OC(F)(F)F 2-(1-methyl-1H-pyrazol-4-yl)-3-oxo-6-[4-(trifluoromethoxy)phenyl]-2,3-dihydropyridazine-4-carboxylic acid